C(C)(C)C1=CC=C(OC2=C(COC3=CC=C(C=C3)CCC(=O)O)C=CC=C2)C=C1 3-(4-((2-(4-isopropylphenoxy)benzyl)oxy)phenyl)propanoic acid